sodium iron manganese titanium silicate [Si]([O-])([O-])([O-])[O-].[Ti+4].[Mn+2].[Fe+2].[Na+]